ClC=1C=C(C=CC1NC(=O)NCC=1SC=C2C1CN(C2=O)C2C(NC(CC2)=O)=O)C 1-(3-chloro-4-tolyl)-3-((5-(2,6-dioxopiperidin-3-yl)-4-oxo-5,6-dihydro-4H-thieno[3,4-c]pyrrol-1-yl)methyl)urea